4-{[6-(5-Chloro-2-Fluorophenyl)Pyridazin-4-yl]Amino}Quinolin-7-yl 3-(Pyrrolidin-1-yl)Azetidin-1-Carboxylat N1(CCCC1)C1CN(C1)C(=O)OC1=CC=C2C(=CC=NC2=C1)NC1=CN=NC(=C1)C1=C(C=CC(=C1)Cl)F